[Cl-].C(CC)C=1[C-](C=CC1)C#N.[CH-]1C=CC=C1.[Zr+2] propylcyanozirconocene chloride